N-(2-((1r,3r,5r,7r)-adamantan-2-ylamino)ethyl)-5-(4-chloro-phenyl)-4-methyl-1-(p-tolyl)-1H-pyrazole-3-carboxamide C12C(C3CC(CC(C1)C3)C2)NCCNC(=O)C2=NN(C(=C2C)C2=CC=C(C=C2)Cl)C2=CC=C(C=C2)C